((2-fluoro-4-(methylthio)phenyl)amino)-7-methyl-3,4-dihydro-2,7-naphthyridine-1,6(2H,7H)-dione trifluoroacetate salt FC(C(=O)O)(F)F.FC1=C(C=CC(=C1)SC)NN1C(C2=CN(C(C=C2CC1)=O)C)=O